C1NCC2=CC(=CC=C12)CCNC(O[C@H]1[C@H](NC[C@@H]1O)CC1=CC=C(C=C1)OC)=O (2R,3S,4S)-4-hydroxy-2-[(4-methoxyphenyl)methyl]pyrrolidin-3-yl N-[2-(2,3-dihydro-1H-isoindol-5-yl)ethyl]carbamate